7-((6-(1-methyl-1H-pyrazol-4-yl)pyridin-3-yl)methyl)-2,3-dihydrofuro[3,2-b]pyridine-5-carboxylic acid methyl ester COC(=O)C1=CC(=C2C(=N1)CCO2)CC=2C=NC(=CC2)C=2C=NN(C2)C